CC1=C(C2=C(CNCC2)S1)C(=O)O 2-methyl-4,5,6,7-tetrahydrothieno[2,3-c]pyridine-3-carboxylic acid